C(CCCCCCCCCCC)(=O)O.C(CCCCCCCCCCC)(=O)O.C=CCC.C=CCC di-n-butene dilaurate